O=C1N(CCC1)CCCNC(=O)C12CC3(CC(CC(C1)C3)C2)C2=CC=C(C=C2)Cl 3-(4-Chlorophenyl)-adamantane-1-carboxylic acid [3-(2-oxo-pyrrolidin-1-yl)-propyl]-amide